(R)-N-(2,5-dimethoxyphenyl)-3-(3-fluoro-4-methylphenyl)-3-(thiazol-2-yl)pyrrolidine-1-carbothioamide COC1=C(C=C(C=C1)OC)NC(=S)N1C[C@](CC1)(C=1SC=CN1)C1=CC(=C(C=C1)C)F